tert-butyl 4-(2-[2,8-dimethylimidazo[1,2-a]pyridin-6-yl]thieno[2,3-d][1,3]thiazol-5-yl)piperidine-1-carboxylate CC=1N=C2N(C=C(C=C2C)C=2SC3=C(N2)SC(=C3)C3CCN(CC3)C(=O)OC(C)(C)C)C1